N1(CCC1)C(=O)C1=NC2=CC(=NC=C2C=C1C=1C(=CC(=NC1)C(CC)=O)C)Cl 1-(5-(2-(azetidine-1-carbonyl)-7-chloro-1,6-naphthyridin-3-yl)-4-methylpyridin-2-yl)propan-1-one